FC1=C(CN2C(=NN=C2)C2=CC=CC(=N2)N2CC=3C(=NC(=CC3C2=O)N(C)C(C)C)COC(NC)=O)C=CC=C1 ((2-(6-(4-(2-fluorobenzyl)-4H-1,2,4-triazol-3-yl)pyridin-2-yl)-6-(isopropyl(methyl)amino)-1-oxo-2,3-dihydro-1H-pyrrolo[3,4-c]pyridin-4-yl)methyl)(methyl)carbamate